OC=1C=C(C2=CC=CC=C2C1)C1=CC=C2C(=NC(=NC2=C1)OC[C@H]1N(CCC1)C)N1[C@H]2CN(C[C@@H]1CC2)CC2(CCNCC2)O 4-(((1R,5S)-8-(7-(3-hydroxynaphthalen-1-yl)-2-(((S)-1-methylpyrrolidin-2-yl)methoxy)quinazolin-4-yl)-3,8-diazabicyclo[3.2.1]octan-3-yl)methyl)piperidin-4-ol